(R)-3,4-difluoro-2-(2-fluoro-4-iodo-phenylamino)benzoic acid 2,3-dihydroxypropyl ester O[C@@H](COC(C1=C(C(=C(C=C1)F)F)NC1=C(C=C(C=C1)I)F)=O)CO